2'-Chloro-4'-((S)-3-methoxybutoxy)-4,5,5',6'-tetrahydro-2H-spiro[furan-3,8'-pyrano[3,4-b]pyridine] ClC1=CC(=C2C(=N1)C1(OCC2)COCC1)OCC[C@H](C)OC